C(CCCCCC)OC1=CSC=C1OCCCCCCC 3,4-diheptyloxythiophene